NC=1C2=C(N=CN1)N(C(=C2C2=CC=C(C=C2)OC2=CC=CC=C2)C#CC2CN(CC2)C(\C=C\CN(C)C)=O)C(C)C (E)-1-(3-((4-amino-7-isopropyl-5-(4-phenoxyphenyl)-7H-pyrrolo[2,3-d]pyrimidin-6-yl)ethynyl)pyrrolidin-1-yl)-4-(dimethylamino)but-2-en-1-one